C1(CC1)COC1=C(C(=C(NC=2C3=C(N=CN2)C=C(C(=N3)O[C@@H]3CN(CC3)C(=O)OC(C)(C)C)F)C=C1)F)F tert-butyl (3S)-3-[4-[4-(cyclopropylmethoxy)-2,3-difluoro-anilino]-7-fluoro-pyrido[3,2-d]pyrimidin-6-yl]oxy-pyrrolidine-1-carboxylate